CN(C)CCCN(C)CCCN(C)C bis-(dimethylaminopropyl)methylamine